N[C@@H](C(C)(O)C)C1=CC=C(C=C1)OCC1(CCCC1)C (R)-1-amino-2-methyl-1-(4-((1-methylcyclopentyl)methoxy)phenyl)propan-2-ol